CC1(C(NC2=CC(=CC=C12)NC(=O)NC1=CC=C(C=C1)B1OC(C(O1)(C)C)(C)C)=O)C 1-(3,3-dimethyl-2-oxoindolin-6-yl)-3-(4-(4,4,5,5-tetramethyl-1,3,2-dioxaborolan-2-yl)phenyl)urea